C(C)(C)(C)N1C=C(C=2C1=NC(=CC2)C(=O)N2C(C(NCC2)=O)(C)C)C2=CC(=C(C=C2)Cl)F 4-(1-(tert-butyl)-3-(4-chloro-3-fluorophenyl)-1H-pyrrolo[2,3-b]pyridine-6-carbonyl)-3,3-dimethylpiperazin-2-one